(2R,4R)-6-chloro-N-{3-[4-(3,3-difluoropyrrolidine-1-carbonyl)-1H-pyrazol-1-yl]bicyclo[1.1.1]pentan-1-yl}-4-hydroxy-3,4-dihydro-2H-1-benzopyran-2-carboxamide ClC=1C=CC2=C([C@@H](C[C@@H](O2)C(=O)NC23CC(C2)(C3)N3N=CC(=C3)C(=O)N3CC(CC3)(F)F)O)C1